1-(3-((4-((1-methylpiperidin-4-yl)oxy)-6-((5-methylthiazol-2-yl)amino)pyridin-2-yl)amino)piperidin-1-yl)prop-2-en-1-one CN1CCC(CC1)OC1=CC(=NC(=C1)NC=1SC(=CN1)C)NC1CN(CCC1)C(C=C)=O